sodium p-toluate C1(=CC=C(C=C1)C(=O)[O-])C.[Na+]